O.O.C([O-])(O)=O.[OH-].[Mg+2] Magnesium Hydroxide Carbonate Dihydrate